N-(2-(2,6-dioxopiperidin-3-yl)-1-oxoisoindolin-5-yl)-1-(1-methylpiperidin-4-yl)-1H-pyrrolo[2,3-b]pyridine-5-carboxamide O=C1NC(CCC1N1C(C2=CC=C(C=C2C1)NC(=O)C=1C=C2C(=NC1)N(C=C2)C2CCN(CC2)C)=O)=O